tert-Butyl (2R,4S)-4-(benzyloxy)-2-((3-(((R)-1-hydroxy propan-2-yl)oxy)-2-(methoxycarbonyl)-5-methylphenoxy)methyl)pyrrolidin-1-carboxylate C(C1=CC=CC=C1)O[C@H]1C[C@@H](N(C1)C(=O)OC(C)(C)C)COC1=C(C(=CC(=C1)C)O[C@@H](CO)C)C(=O)OC